6,7-dichloro-4-[(2,2-dimethyl-1,3-dioxan-5-yl)methoxy]-3-iodo-1H-indole ClC1=CC(=C2C(=CNC2=C1Cl)I)OCC1COC(OC1)(C)C